(4-methyl-1H-pyrazol-1-yl)cyclohexan-1-one CC=1C=NN(C1)C1C(CCCC1)=O